Ruthenium(IV)-oxid hydrate O.[Ru](=O)=O